Cl.N(CCCO[C@@H]1[C@H]([C@H]([C@@H]([C@H](O1)CO)O)O)O)CCCO[C@@H]1[C@H]([C@H]([C@@H]([C@H](O1)CO)O)O)O (2R,2'R,3S,3'S,4S,4'S,5S,5'S,6S,6'S)-6,6'-((azanediylbis(propane-3,1-diyl))bis(oxy))bis(2-(hydroxymethyl)tetrahydro-2H-pyran-3,4,5-triol) hydrochloride